4-(5-(2,6-dimethylphenoxy)-1-methyl-2-oxo-1,2-dihydropyridin-4-yl)-6-methyl-2-(pyrimidin-2-yl)-1,6-dihydro-7H-pyrrolo[2,3-c]pyridin-7-one CC1=C(OC=2C(=CC(N(C2)C)=O)C=2C3=C(C(N(C2)C)=O)NC(=C3)C3=NC=CC=N3)C(=CC=C1)C